NCC[SiH2]C(OC)OC 2-Aminoethyl-dimethoxymethylsilan